2-(4-(2-(7-((1-acetylpiperidin-4-yl)methoxy)-5-fluoro-4-oxo-3,4-dihydroquinazolin-2-yl)ethyl)piperidin-1-yl)acetic acid C(C)(=O)N1CCC(CC1)COC1=CC(=C2C(NC(=NC2=C1)CCC1CCN(CC1)CC(=O)O)=O)F